NC=1C=CC=C2C=CCC(C12)(O)O 8-amino-1-hydroxy-naphthol